toluyl-cumyl-iodonium 5'-bromo-1-methyl-3'H-spiro[azetidine-3,1'-isobenzofuran]benzyl-2-((1r,3r)-3-(piperidin-4-yloxy)cyclobutyl)-2,7-diazaspiro[3.5]nonane-7-carboxylate BrC=1C=C2C(OC3(C2=CC1)CN(C3)C)C3=CC=CC=C3COC(=O)N3CCC1(CN(C1)C1CC(C1)OC1CCNCC1)CC3.C3(=C(C=CC=C3)[I+]C(C)(C)C3=CC=CC=C3)C